6-benzyloxy-3,4-dihydro-2H-naphthalene C(C1=CC=CC=C1)OC=1C=C2CCCCC2=CC1